O(C1=CC=CC=C1)C1=CC=C(C=N1)NC=1C2=C(N=CN1)C=CC(=N2)N2CC1(CCN1)C2 N-(6-Phenoxypyridin-3-yl)-6-(1,6-diazaspiro[3.3]heptan-6-yl)pyrido[3,2-d]pyrimidin-4-amine